N[C@@](C(=O)O)(CCCCB(O)O)C1CC(C1)NCC1=C(C=CC=C1)N1CCOCC1 (S)-2-amino-6-borono-2-((1S,3R)-3-(2-morpholinobenzylamino)cyclobutyl)hexanoic acid